4-((1-(fluoromethyl)cyclopropyl)methanyl)-4H-imidazo[4,5-d]thiazole-2-carboxylic acid FCC1(CC1)CN1C=NC2=C1N=C(S2)C(=O)O